[N+](=O)([O-])CC1(CCC2(OCCO2)CC1)O 8-(nitromethyl)-1,4-dioxaspiro[4.5]decan-8-ol